C12CN(CC2C1)C1=NC2=C(C=C(C=C2C(N1C)=O)C)C(C)NC1=C(C=CC=C1)S(=O)(=O)C 2-(3-azabicyclo[3.1.0]hexan-3-yl)-3,6-dimethyl-8-(1-((2-(methylsulfonyl)phenyl)amino)ethyl)quinazolin-4(3H)-one